3-((difluoromethyl)sulfonyl)-N-((2-(6-(6,8-dioxo-2,5,7-triazaspiro[3.4]octan-2-yl)pyridin-2-yl)-1,6-naphthyridin-7-yl)methyl)benzamide FC(S(=O)(=O)C=1C=C(C(=O)NCC2=NC=C3C=CC(=NC3=C2)C2=NC(=CC=C2)N2CC3(C2)NC(NC3=O)=O)C=CC1)F